C(C1=CC=CC=C1)N1N=C(C(=C1C)C1=CC=C(C=C1)NC([C@H](C(C1=CC=CC=C1)C1=CC=CC=C1)NC(=O)C1=CC=NN1C)=O)C (S)-N-(1-((4-(1-benzyl-3,5-dimethyl-1H-pyrazol-4-yl)phenyl)amino)-1-oxo-3,3-diphenylpropan-2-yl)-1-methyl-1H-pyrazole-5-carboxamide